2-(2-thioxanthenyl)malonic acid diethyl ester C(C)OC(C(C(=O)OCC)C1=CC=2CC3=CC=CC=C3SC2C=C1)=O